O.[Mn].[Co].[Ni] nickel-cobalt-manganese water